benzoimidazole-5-carboxylic acid [2-(3-oxo-piperazin-1-yl)-ethyl]-amide O=C1CN(CCN1)CCNC(=O)C1=CC2=C(N=CN2)C=C1